4-(((1R,5S)-8-azabicyclo[3.2.1]octane-3-yloxy)methyl)-5-cyclopropyl-3-(2-(trifluoromethoxy)phenyl)isoxazole [C@H]12CC(C[C@H](CC1)N2)OCC=2C(=NOC2C2CC2)C2=C(C=CC=C2)OC(F)(F)F